2-oxo-1,4-dihydroquinazolin O=C1NC2=CC=CC=C2CN1